FC1=C2C=NN(C2=CC=C1N1C(NCCC1)=O)C (4-fluoro-1-methyl-1H-indazol-5-yl)tetrahydropyrimidin-2(1H)-one